(3S)-5-hydroxy-3-(6-methylpyrazin-2-yl)isoxazolidine-2-carboxylic acid tert-butyl ester C(C)(C)(C)OC(=O)N1OC(C[C@H]1C1=NC(=CN=C1)C)O